ClC=1C=CC(=C(C1)C1=C2C(=NC(=C1)C)C(=CS2)C(=O)OC)OCCN2C(=NC=1CCC(CC1C2=O)N2CCC(CC2)OC(F)(F)F)C methyl 7-(5-chloro-2-(2-(2-methyl-4-oxo-6-(4-(trifluoromethoxy)piperidin-1-yl)-5,6,7,8-tetrahydroquinazolin-3(4H)-yl)ethoxy)phenyl)-5-methylthieno[3,2-b]pyridine-3-carboxylate